(R)-N-(3,3-difluoro-1-methylpiperidin-4-yl)-5-(1-(3,3-difluoropropyl)-1H-benzo[d][1,2,3]triazol-6-yl)-6-fluoro-4-methoxypyrrolo[2,1-f][1,2,4]triazin-2-amine FC1(CN(CC[C@H]1NC1=NN2C(C(=N1)OC)=C(C(=C2)F)C=2C=CC1=C(N(N=N1)CCC(F)F)C2)C)F